(1-((tetrahydro-2H-pyran-2-yl)oxy)-2,3-dihydro-1H-inden-5-yl)-4-(trifluoromethyl)-1H-imidazole O1C(CCCC1)OC1CCC2=CC(=CC=C12)N1C=NC(=C1)C(F)(F)F